ethyl α-cyano-4-hydroxycinnamate C(#N)C(C(=O)OCC)=CC1=CC=C(C=C1)O